(S)-(4-(benzo[d]oxazol-2-yl)-6,7-dihydro-1H-imidazo[4,5-c]pyridin-5(4H)-yl)(1-(2,2-difluoroethyl)-1H-pyrazol-5-yl)methanone O1C(=NC2=C1C=CC=C2)[C@H]2N(CCC1=C2N=CN1)C(=O)C1=CC=NN1CC(F)F